MethyleneNitrosourea C=NC(NN=O)=O